NCCC1=CCC=CC1 1-(2-Aminoethyl)-1,4-cyclohexadiene